tert-butyl 4-(4-amino-2-(trifluoromethyl) phenyl)-2-methylpiperazine-1-carboxylate NC1=CC(=C(C=C1)N1CC(N(CC1)C(=O)OC(C)(C)C)C)C(F)(F)F